C(=O)(O)C1=C(C=CC=C1C(=O)O)C(C)(C)C1=C(C(=CC=C1)C(=O)O)C(=O)O bis(2,3-dicarboxyphenyl)propane